CC1=CC(NC2=C(C=C(C=C12)NC(=O)C=1C=C2C(=NC1N1CCOCC1)COC2)OC2CN(C2)C(=O)OC(C)(C)C)=O tert-butyl 3-[[4-methyl-6-[(2-morpholino-5,7-dihydrofuro[3,4-b]pyridine-3-carbonyl)amino]-2-oxo-1H-quinolin-8-yl]oxy]azetidine-1-carboxylate